1-(4-{7-cyclopropyl-5-[(1R)-1-methyl-1,2,3,4-tetrahydroisoquinoline-2-carbonyl]-pyrazolo[1,5-a]pyrimidin-2-yl}-3-fluorophenyl)-N-methylpyrrolidine-3-sulfonamide C1(CC1)C1=CC(=NC=2N1N=C(C2)C2=C(C=C(C=C2)N2CC(CC2)S(=O)(=O)NC)F)C(=O)N2[C@@H](C1=CC=CC=C1CC2)C